CC(CNC(C=CC=CC=CC=CCCC)=O)C dodecatetraenoic acid-N-(2-methylpropyl)amide